N-[1-[3-(hydroxymethyl)quinoxalin-2-yl]azetidin-3-yl]carbamic acid tert-butyl ester C(C)(C)(C)OC(NC1CN(C1)C1=NC2=CC=CC=C2N=C1CO)=O